(E)-7-bromo-4-methoxy-2-(2-(4-methylpyrimidin-2-yl)vinyl)quinoline BrC1=CC=C2C(=CC(=NC2=C1)\C=C\C1=NC=CC(=N1)C)OC